Cl.ClC1=C(C=CC(=C1)OC)C=1C(=NC(=NC1)NCC1N(CCCC1)C)C 5-(2-chloro-4-methoxyphenyl)-4-methyl-N-((1-methylpiperidin-2-yl)methyl)pyrimidin-2-amine, hydrochloride salt